FC(C)(F)C=1C=C(C=CC1)C1=CN=CC(=N1)CN1CC2(CC2)OC1=O 5-[[6-[3-(1,1-Difluoroethyl)phenyl]pyrazin-2-yl]methyl]-7-oxa-5-azaspiro[2.4]heptan-6-one